C1(CCCC1)C[C@@H](C(=O)N[C@H](C(=O)OC(C)C)CCC(C=[N+]=[N-])=O)OC1CC1 isopropyl (S)-2-((S)-3-cyclopentyl-2-cyclopropoxypropanamido)-6-diazo-5-oxohexanoate